FC=1C(=C(C=CC1F)[C@H]1[C@@H](O[C@@]([C@@H]1C)(C(F)(F)F)C)C(=O)NC1=CC(=[N+](C=C1)[O-])C(=O)N)O 4-[[(2R,3S,4R,5S)-3-(3,4-Difluoro-2-hydroxy-phenyl)-4,5-dimethyl-5-(trifluoromethyl)tetrahydrofuran-2-carbonyl]amino]-1-oxido-pyridin-1-ium-2-carboxamid